CC1=CC=C(C=C1)S(=O)(=O)OCCOCCOCCOCCNC1=C(C=C(C=C1)[N+](=O)[O-])[N+](=O)[O-] 2-(2-(2-(2-((2,4-dinitrophenyl)amino)ethoxy)ethoxy)ethoxy)ethyl 4-methylbenzenesulfonate